1-hydroxy-2-oxo-3-(3-aminopropyl)-3-isopropyl-1-triazene CC(C)N(CCCN)/[N+](=N/O)/[O-]